(R)-4-(5,6-difluoro-4-((R)-1-fluoroethyl)pyridin-3-yl)-2-methyl-5-oxo-1,4,5,7-tetrahydrofurano[3,4-b]pyridine-3-carboxylic acid methyl ester COC(=O)C=1[C@H](C2=C(NC1C)COC2=O)C=2C=NC(=C(C2[C@@H](C)F)F)F